NCNC(=O)C(C(=O)OCC)CC(C)C Ethyl 2-(aminomethylcarbamoyl)-4-methylpentanoate